SC1(CC(C(CC1)C(C)C)=O)C Mercaptomenthan-3-on